F[C@H]1[C@@H]2CC[C@H](C[C@H]1N(C1=CN=C(N=N1)C1=C(C=C(C=C1)C1=CC(N(C=C1)C)=O)O)C)N2 4-(4-(6-(((1S,2S,3R,5R)-2-fluoro-8-azabicyclo[3.2.1]oct-3-yl)(methyl)amino)-1,2,4-triazin-3-yl)-3-hydroxyphenyl)-1-methylpyridin-2(1H)-one